C(=O)(OC(C)(C)C)N([C@@H](CO)C(=O)O)C Boc-methyl-serine